2-methoxyphenylethyl-aniline COC1=C(C=CC=C1)CCNC1=CC=CC=C1